C(C)OC=1C=C(C=NC1)C1=C(C=C(C=C1)CN1CCN(CC1)C1=CC=C(N=N1)C(=O)NS(=O)(=O)C1=CC(=C(C=C1)NCCSC1=CC=CC=C1)C(F)(F)F)F 6-[4-[[4-(5-Ethoxypyridin-3-yl)-3-fluorophenyl]methyl]piperazin-1-yl]-N-[4-(2-phenylsulfanylethylamino)-3-(trifluoromethyl)phenyl]sulfonylpyridazine-3-carboxamide